3-(2-methyl-1H-imidazol-4-yl)piperidine tert-butyl-4-(1-methyl-7-methylsulfonyl-2-oxo-4H-pyrimido[4,5-d]pyrimidin-3-yl)-3,4-dihydro-1H-isoquinoline-2-carboxylate C(C)(C)(C)OC(=O)N1CC2=CC=CC=C2C(C1)N1C(N(C2=NC(=NC=C2C1)S(=O)(=O)C)C)=O.CC=1NC=C(N1)C1CNCCC1